3-(allylamino)-2-hydroxypropyl-sodium C(C=C)NCC(C[Na])O